C(#N)[C@H]1[C@@H](CCC1)NC1=NC(=NC=C1C)NC=1C=C(C(=C(C(=O)OC)C1)B1OC(CO1)(C)C)C methyl 5-[[4-[((trans)-2-cyanocyclopentyl) amino]-5-methyl-pyrimidin-2-yl] amino]-2-(5,5-dimethyl-1,3,2-dioxaborolan-2-yl)-3-methyl-benzoate